(6-chloropyridin-2-yl)-N2-(6-fluoropyridin-3-yl)-N4-Isopropyl-1,3,5-triazine-2,4-diamine ClC1=CC=CC(=N1)C1=NC(=NC(=N1)NC=1C=NC(=CC1)F)NC(C)C